C(C)(C)(C)OC(=O)N1[C@@H](C[C@H](C1)F)C(C)=O (2S,4R)-2-acetyl-4-fluoropyrrolidine-1-carboxylic acid tert-butyl ester